C(C=C)(=O)N1C[C@@H](CCCC1)N1C(=NC2=C1C(=C(C=C2)O[C@H]2COCC2)Cl)NC(C2=CC(=NC=C2)C)=O N-(1-((R)-1-acryloyl-azepan-3-yl)-7-chloro-6-(((R)-tetrahydrofuran-3-yl)oxy)-1H-benzo[d]Imidazol-2-yl)-2-methylisonicotinamide